4-t-butylbenzene-1,2-diamine C(C)(C)(C)C=1C=C(C(=CC1)N)N